N=1NN=NC1C1=C(NC2=C(C=NC3=CC=C(C=C23)OC(F)(F)F)C(=O)OCC)C=CC=C1 ethyl 4-[2-(2H-tetrazol-5-yl)anilino]-6-(trifluoromethoxy)quinoline-3-carboxylate